FC(OC1C[C@H](CC1)C=1C=C(C=CC1)CC(=O)C1=C(C=CC=C1)C(F)(F)F)(F)F 2-(3-((1S)-3-(trifluoromethoxy)cyclopentyl)phenyl)-1-(2-(trifluoromethyl)phenyl)ethan-1-one